(R) or (S)-1-(4-((7-(1-methyl-1H-pyrazol-4-yl)imidazo[1,2-c]pyrimidin-5-yl)oxy)azepan-1-yl)prop-2-yn-1-one CN1N=CC(=C1)C1=CC=2N(C(=N1)O[C@H]1CCN(CCC1)C(C#C)=O)C=CN2 |o1:13|